C(CCCCC(C)C)C1=CC=C(C=C1)NC1=CC=CC2=CC=CC=C12 N-p-isooctylphenyl-alpha-naphthylamine